(R)-6-chloro-1-(6-(3-methoxytetrahydrofuran-3-yl)-4-(oxetan-3-ylmethoxy)pyridine-2-yl)-3-methyl-1H-pyrazolo[4,3-c]pyridine ClC1=CC2=C(C=N1)C(=NN2C2=NC(=CC(=C2)OCC2COC2)[C@]2(COCC2)OC)C